(3-(6-(1-(difluoromethyl)-1H-pyrazol-4-yl)pyrrolo[2,1-f][1,2,4]triazin-4-yl)-3,8-diazabicyclo[3.2.1]octan-8-yl)((1s,3s)-3-(trifluoromethyl)cyclobutyl)methanone FC(N1N=CC(=C1)C=1C=C2C(=NC=NN2C1)N1CC2CCC(C1)N2C(=O)C2CC(C2)C(F)(F)F)F